N-[2-(2-naphthyl)ethyl]-8-oxononanamide C1=C(C=CC2=CC=CC=C12)CCNC(CCCCCCC(C)=O)=O